(1R,4S)-2-azabicyclo[2.2.1]heptan [C@@H]12NC[C@@H](CC1)C2